N1C=2C(=CC1=O)NC(C2)=O Pyrrolo[3,2-b]pyrrole-2,5(1H,4H)-dione